C(C1=CC=CC=C1)(C1=CC=CC=C1)C1N2N(C(C=3N1N=CC(C3O)=O)=O)CCCC2 12-benzhydryl-4-hydroxy-7,8,9,10-tetrahydro-12H-dipyridazino[1,2-a:1',6'-d][1,2,4]triazine-3,5-dione